BrC1=CC=C(C2=C1C=CS2(=O)=O)F 4-bromo-7-fluoro-1λ6-benzothiophene-1,1-dione